[Pd].[Tb].FC1=CC=C(C=C1)N(C(C)=O)CC1=NN=CN1C(C1=CC=CC=C1)(C1=CC=CC=C1)C1=CC=CC=C1 N-(4-fluorophenyl)-N-((4-trityl-4H-1,2,4-triazol-3-yl)methyl)acetamide terbium palladium